[(2R,3S,5R)-5-[6-(tert-butoxycarbonylamino)-2-fluoro-purin-9-yl]-2-ethynyl-3-hydroxy-tetrahydrofuran-2-yl]methyl (4-nitrophenyl) carbonate C(OC[C@]1(O[C@H](C[C@@H]1O)N1C2=NC(=NC(=C2N=C1)NC(=O)OC(C)(C)C)F)C#C)(OC1=CC=C(C=C1)[N+](=O)[O-])=O